BrC1=C(C=C(NC2C(NC(CC2)=O)=O)C=C1)F 3-(4-bromo-3-fluoro-anilino)piperidine-2,6-dione